(E)-5-bromo-3-(isoquinolin-4-ylimino)indolin-2-one BrC=1C=C2\C(\C(NC2=CC1)=O)=N/C1=CN=CC2=CC=CC=C12